(11S)-11-benzyl-24-(2,5-dioxo-2,5-dihydro-1H-pyrrol-1-yl)-7,10,13,16-tetraoxo-19-(trifluoromethyl)-4-oxa-6,9,12,15,18-pentaaza-tetracosane-1-oic acid C(C1=CC=CC=C1)[C@@H](C(NCC(NCOCCC(=O)O)=O)=O)NC(CNC(CNC(CCCCCN1C(C=CC1=O)=O)C(F)(F)F)=O)=O